6,8-dimethyl-7H-purin CC1=C2NC(=NC2=NC=N1)C